tert-butyl (2S,4R)-1-[(2R)-2-[3-(4-formyl-1-piperidyl)isoxazole-5-yl]-3-methyl-butanoyl]-4-hydroxy-pyrrolidine-2-carboxylate C(=O)C1CCN(CC1)C1=NOC(=C1)[C@H](C(=O)N1[C@@H](C[C@H](C1)O)C(=O)OC(C)(C)C)C(C)C